NC1=NN2C(C=C(C=C2)C=2C(=NC(=C(C(=O)NCC3=C(C(=CC(=C3)F)F)OC3CC(OCC3)C)C2)C)C)=N1 5-(2-amino-[1,2,4]triazolo[1,5-a]pyridin-7-yl)-N-(3,5-difluoro-2-((2-methyltetrahydro-2H-pyran-4-yl)oxy)benzyl)-2,6-dimethylnicotinamide